FC(C1=NC=CC=C1SC=1N=C2C(=NC1)NC(=N2)NCC2CCN(CC2)CCO)(F)F 2-(4-(((5-((2-(trifluoromethyl)pyridin-3-yl)thio)-1H-imidazo[4,5-b]pyrazin-2-yl)amino)methyl)piperidin-1-yl)ethan-1-ol